ClC=1C=C(C=C(C1OC1=CN(C(C=C1)=O)C1=CC=C(C=C1)F)Cl)N1N=C(C(NC1=O)=O)CF 2-(3,5-Dichloro-4-((1-(4-fluorophenyl)-6-oxo-1,6-dihydropyridin-3-yl)oxy)phenyl)-6-(Fluoromethyl)-1,2,4-triazine-3,5(2H,4H)-dione